2-(3-bromo-4-fluoro-phenoxy)-1,3-difluoro-5-nitro-benzene BrC=1C=C(OC2=C(C=C(C=C2F)[N+](=O)[O-])F)C=CC1F